COC1=CC2=C(NC(=N2)C2=C(C=3C(NC2=O)=CN(N3)C)N[C@@H](CC)C3=NC=CC=N3)C=C1OC (S)-6-(5,6-dimethoxy-1H-benzo[d]imidazol-2-yl)-2-methyl-7-((1-(pyrimidin-2-yl)propyl)amino)-2H-pyrazolo[4,3-b]pyridin-5(4H)-one